3,4-dihydro-6-methyl-2H-pyran-5-carboxylic acid ethyl ester C(C)OC(=O)C=1CCCOC1C